(3R)-4-(7-ethyl-6-methyl-2-(1H-pyrazol-3-yl)-6,7,8,9-tetrahydro-2H-1,2,3,7-tetraazabenzo[cd]azulene-4-yl)-3-methylmorpholine C(C)N1C(C=2C3=C(N(N=C3CC1)C1=NNC=C1)N=C(C2)N2[C@@H](COCC2)C)C